5-Bromo-4-(methoxymethyl)-1-methyl-1H-benzo[d][1,2,3]triazole BrC1=C(C2=C(N(N=N2)C)C=C1)COC